5-chloro-7-((2S,5R)-4-(1-(4-chlorophenyl)propyl)-5-ethyl-2-methylpiperazin-1-yl)-3-(((R)-tetrahydrofuran-2-yl)methyl)-3H-[1,2,3]triazolo[4,5-d]pyrimidine ClC=1N=C(C2=C(N1)N(N=N2)C[C@@H]2OCCC2)N2[C@H](CN([C@@H](C2)CC)C(CC)C2=CC=C(C=C2)Cl)C